2,4,7-trimethyl-1H-indene CC=1CC2=C(C=CC(=C2C1)C)C